glycerolium [OH2+]CC(O)CO